1-benzyl 2-propyl (S)-piperidine-1,2-dicarboxylate N1([C@@H](CCCC1)C(=O)OCCC)C(=O)OCC1=CC=CC=C1